CC=1N=CC(=NC1)CNC(=O)C1=CC2=CN(N=C2C=C1)C=1C=NC=CC1 N-[(5-methyl-pyrazinyl)methyl]-2-(3-pyridinyl)-2H-indazole-5-carboxamide